C(CCCCCCCCCCCC)OC=1C=CC=C(C(=O)O)C1 5-(tridecyloxy)benzoic acid